(4-fluorophenyl)pyrazolo[1,5-a]pyridine FC1=CC=C(C=C1)C1=NN2C(C=CC=C2)=C1